N-(6-amino-2-methylpyridin-3-yl)-2-phenylacetamide NC1=CC=C(C(=N1)C)NC(CC1=CC=CC=C1)=O